methyl-phosphonic acid CP(O)(O)=O